6-chloro-3-methyl-8-[1-(2-methylsulfonylanilino)ethyl]-2-morpholino-quinazolin-4-one ClC=1C=C2C(N(C(=NC2=C(C1)C(C)NC1=C(C=CC=C1)S(=O)(=O)C)N1CCOCC1)C)=O